tert-butyl (R)-3-((S)-3-(3-((2-(((benzyloxy)carbonyl)amino)ethyl)amino)phenyl)-1-(tert-butoxy)-1-oxopropan-2-yl)pyrrolidine-1-carboxylate C(C1=CC=CC=C1)OC(=O)NCCNC=1C=C(C=CC1)C[C@H](C(=O)OC(C)(C)C)[C@@H]1CN(CC1)C(=O)OC(C)(C)C